4-[[4-(6-chloro-2-pyridinyl)-1-piperazinyl]carbonyl]-2-(1-methylethyl)-1(2H)-phthalazinone ClC1=CC=CC(=N1)N1CCN(CC1)C(=O)C1=NN(C(C2=CC=CC=C12)=O)C(C)C